Deoxy-L-fucose O=CC[C@H](O)[C@H](O)[C@@H](O)C